C(C)(C)(C)OC(CCCC(=O)NC=1C=C(N(C1)C)C(=O)NC1=CC=C(C=C1)C=1C=C(N(C1)C)C(=O)OC)=O Methyl 4-(4-(4-(5-(tert-butoxy)-5-oxopentanamido)-1-methyl-1H-pyrrole-2-carboxamido)phenyl)-1-methyl-1H-pyrrole-2-carboxylate